1,3-bisacrylamido-2,4,5,6-tetraiodobenzene C(C=C)(=O)NC1=C(C(=C(C(=C1I)I)I)NC(C=C)=O)I